C(C)[C@H]1OC2=C(CN(C1)C(=O)OC(C)(C)C)N=C(C=C2)C tert-butyl (2R)-2-ethyl-7-methyl-2,3-dihydropyrido[2,3-f][1,4]oxazepine-4(5H)-carboxylate